bis(trimethylsilyl)amidolithium [Li+].C[Si](C)(C)[N-][Si](C)(C)C